FC=1C=C(C=CC1F)[C@H]1[C@@H](CN(C1)CCOC)NC(=O)NC1=C(C(=NN1C1=CC=CC=C1)C1=CC=NC=C1)C ((3S,4R)-4-(3,4-difluorophenyl)-1-(2-methoxyethyl)pyrrolidin-3-yl)-3-(4-methyl-1-phenyl-3-(pyridin-4-yl)-1H-pyrazol-5-yl)urea